ClC=1C=C(C#N)C=CC1[C@@H]1COCCCN1 |r| (+-)-3-chloro-4-(1,4-oxazepan-3-yl)benzonitrile